rac-6-methyl-3,4-dihydro-1H-isochromen CC=1C=C2CCOCC2=CC1